methyl 4-(4-amino-6-iodo-7-methyl-7H-pyrrolo[2,3-d]pyrimidin-5-yl)benzoate NC=1C2=C(N=CN1)N(C(=C2C2=CC=C(C(=O)OC)C=C2)I)C